3-[(3-chloro-2-methoxyphenyl)amino]-2-{2-[(1-methyl-1,2,3-triazol-4-yl)amino]pyrimidin-4-yl}-1H,5H,6H,7H-pyrrolo[3,2-c]pyridin-4-one ClC=1C(=C(C=CC1)NC1=C(NC2=C1C(NCC2)=O)C2=NC(=NC=C2)NC=2N=NN(C2)C)OC